(R)-6-Chloro-1'-(5-(3-chloro-4-fluorobenzyl)-4H-1,2,4-triazole-3-carbonyl)-5-fluorospiro[benzo[d][1,3]oxazine-4,3'-piperidin]-2(1H)-one ClC1=C(C2=C(NC(O[C@@]23CN(CCC3)C(=O)C3=NN=C(N3)CC3=CC(=C(C=C3)F)Cl)=O)C=C1)F